4-(8-bromo-6-methylquinoxalin-2-yl)morpholine BrC=1C=C(C=C2N=CC(=NC12)N1CCOCC1)C